CO\N=C(/C)\C1=C(C=C(C(=C1)NC1=NC=NC(=C1)N1OCC[C@@H]1C1=C(C(=CC=C1)F)F)OC)N1CCC(CC1)N1CCN(CC1)C (R,E)-1-(5-((6-(3-(2,3-difluorophenyl)isoxazolidin-2-yl)pyrimidin-4-yl)amino)-4-methoxy-2-(4-(4-methylpiperazin-1-yl)piperidin-1-yl)phenyl)ethan-1-one O-methyl oxime